N=1C(=CN2C=NC=CC21)C#N imidazo[1,2-c]pyrimidine-2-carbonitrile